2-(2-((tert-butoxycarbonyl)amino)ethyl)-1H-benzo[d]imidazole-6-carboxylic acid C(C)(C)(C)OC(=O)NCCC1=NC2=C(N1)C=C(C=C2)C(=O)O